NN1C([C@@H](N=C(C=2C=3CCCCCC3SC12)C1=C(C=CC=C1F)F)C)=O (5S)-7-amino-3-(2,6-difluorophenyl)-5-methyl-9-thia-4,7-diazatricyclo[8.5.0.02,8]pentadecan-1(10),2(8),3-trien-6-one